methyl 5-(tetrahydro-2H-pyran-4-yl)-picolinate O1CCC(CC1)C=1C=CC(=NC1)C(=O)OC